N1C=C(C2=CC=CC=C12)CCCNS(=O)(=O)C1=CC=C(C=C1)OCCCN1CCOCC1 N-(3-(1H-indol-3-yl)propyl)-4-(3-morpholinopropoxy)benzenesulfonamide